C(C)(=O)O[C@H](C[C@H](C(C)C)N(C([C@H]([C@H](CC)C)NC(C(C)(N1CCCC1)C)=O)=O)C)C=1SC=C(N1)C(=O)O 2-((1R,3R)-1-acetoxy-3-((2S,3S)-N,3-dimethyl-2-(2-methyl-2-(pyrrolidin-1-yl)propanamido)pentanamido)-4-methylpentyl)thiazole-4-carboxylic acid